(R)-2-((2-ethyl-7-methyl-5-(2-methylpiperazin-1-yl)pyrazolo[1,5-a]pyrimidin-3-yl)(methyl)amino)-4-(4-fluorophenyl)thiazole-5-carbonitrile C(C)C1=NN2C(N=C(C=C2C)N2[C@@H](CNCC2)C)=C1N(C=1SC(=C(N1)C1=CC=C(C=C1)F)C#N)C